5-(4-phenylpiperidin-1-yl)-1-tosyl-1H-indole-3-carbaldehyde C1(=CC=CC=C1)C1CCN(CC1)C=1C=C2C(=CN(C2=CC1)S(=O)(=O)C1=CC=C(C)C=C1)C=O